ClC=1C=C2C(=C(NC2=CC1)C)C 5-chloro-2,3-dimethyl-1H-indole